N-[[(2R)-4-[6-[2-hydroxy-6-methyl-4-(trifluoromethyl)phenyl]pyridazin-3-yl]morpholin-2-yl]methyl]acetamide OC1=C(C(=CC(=C1)C(F)(F)F)C)C1=CC=C(N=N1)N1C[C@H](OCC1)CNC(C)=O